C(C)(C)(C)C1=NC(=NC=C1)C=1NC2=CC(=C(C(=C2C1)F)SC(C(=O)O)(C)C)F 2-((2-(4-(tert-Butyl)pyrimidin-2-yl)-4,6-difluoro-1H-indol-5-yl)thio)-2-methylpropanoic acid